C(C#C)(=O)OC(C=C)=O acrylic propynic anhydride